2-(1-(3-(2,6-bis(benzyloxy)pyridin-3-yl)phenyl)piperidin-4-yl)-ethan-1-ol C(C1=CC=CC=C1)OC1=NC(=CC=C1C=1C=C(C=CC1)N1CCC(CC1)CCO)OCC1=CC=CC=C1